C1(=CC(=CC=C1)C=1C(=C2N(N1)CCC2)C=2C=CC=1N(C2)C=CN1)C 6-(2-(m-Tolyl)-5,6-dihydro-4H-pyrrolo[1,2-b]pyrazol-3-yl)imidazo[1,2-a]pyridine